CN1C(C2=CC=C(C=C2CC1)C#N)=O 2-Methyl-1-oxo-3,4-dihydroisoquinoline-6-carbonitrile